C1C(CC12CCNCC2)S(=O)(=O)C2=CC(=C(C=C2)NC2=NC=C(C(=N2)OC2COCC2)C(F)(F)F)C 2-N-(4-((7-Azaspiro[3.5]nonan-2-yl)sulfonyl)-2-methylphenyl)-4-((tetrahydrofuran-3-yl)oxy)-5-(trifluoromethyl)pyrimidin-2-amine